C(C)(C)(C)OC(=O)N[C@@H](COCCCC(CC)=O)C=1N(C=C(N1)C=1C(=NC2=CC=CC=C2C1)OC)C(=O)OC(C)(C)C tert-butyl (R)-2-(1-((tert-butoxycarbonyl)amino)-2-((4-oxohexyl)oxy)ethyl)-4-(2-methoxyquinolin-3-yl)-1H-imidazole-1-carboxylate